6-(1-(8-(cyclopropylmethyl)-8-azabicyclo[3.2.1]octan-3-yl)piperidin-4-yl)-2-(3,4-dimethoxyphenyl)-8-methylimidazo[1,2-a]pyridine C1(CC1)CN1C2CC(CC1CC2)N2CCC(CC2)C=2C=C(C=1N(C2)C=C(N1)C1=CC(=C(C=C1)OC)OC)C